COC1=NC2=C(C=CC(=C2C=C1)N1C[C@H](N([C@H](C1)C)C(=O)OC(C)(C)C)C)C(NC=1N=C(C=2N(C1)C=C(N2)C)OC)=O tert-butyl (2R,6S)-4-[2-methoxy-8-({8-methoxy-2-methylimidazo[1,2-a]pyrazin-6-yl}carbamoyl)quinolin-5-yl]-2,6-dimethylpiperazine-1-carboxylate